tert-butyl (3S)-3-[(pyrrolidin-1-yl)carbonyl]-3,4-dihydro-1H-isoquinoline-2-carboxylate N1(CCCC1)C(=O)[C@H]1N(CC2=CC=CC=C2C1)C(=O)OC(C)(C)C